NCC1CCC(CC1)C(=O)O para-(aminomethyl)cyclohexanecarboxylic acid